4-[(2-cyclopropylethyl)(4-oxocyclohexyl)amino]-5-fluoro-1-oxo-3H-isoindol-2-ylpiperidine-2,6-dione C1(CC1)CCN(C1=C2CN(C(C2=CC=C1F)=O)N1C(CCCC1=O)=O)C1CCC(CC1)=O